5-(difluoromethyl)-2-(methylthio)aniline FC(C=1C=CC(=C(N)C1)SC)F